C(#N)C1=C(C(=CC=C1)C=1C=NC(=NC1)CC)NC(=O)N1CCC(CC1)(C)C1=NOC(=N1)[C@H]1[C@H](C1)F N-(2-cyano-6-(2-ethylpyrimidin-5-yl)phenyl)-4-(5-((1S,2S)-2-fluorocyclopropyl)-1,2,4-oxadiazol-3-yl)-4-methylpiperidine-1-carboxamide